2,2'-Methylen-bis-(6-tert-butyl-4-methylphenol) C(C1=C(C(=CC(=C1)C)C(C)(C)C)O)C1=C(C(=CC(=C1)C)C(C)(C)C)O